CC1=NN2C(=NN=C(C2=C1)C1=C(C=C(C=C1)C)OC(F)(F)F)N[C@H]1CN(CCC1)C (R)-2-Methyl-4-(4-methyl-2-(trifluoromethoxy)phenyl)-N-(1-methylpiperidin-3-yl)pyrazolo[1,5-d][1,2,4]triazin-7-amine